C1CN2CCC1[C@H](C2)O (R)-quinuclidinol